3-ethyl-3-buten-1-yne C(C)C(C#C)=C